7-[2-(4-methyl-1-piperazinyl)ethoxy]-3-acetylcoumarin oxime CN1CCN(CC1)CCOC1=CC=C2C=C(C(OC2=C1)=NO)C(C)=O